2-(allyloxy)-4-(trifluoromethyl)-1,3,2-dioxaphospholane C(C=C)OP1OCC(O1)C(F)(F)F